NCC(=O)NC1=C(C=C2C(C(=CN(C2=C1)C1CC1)CN(CC1=CC(=NC=C1)C)[C@@H]1CN(CCC1)C=1C=NC(=CC1)C)=O)F 2-amino-N-[1-cyclopropyl-6-fluoro-3-({[(3S)-1-(6-methylpyridin-3-yl)piperidin-3-yl][(2-methylpyridin-4-yl)methyl]amino}methyl)-4-oxo-1,4-dihydroquinolin-7-yl]acetamide